C(=O)(OCC)SSC(=O)OCC diethyl dithiodiformate